N1(CCOCC1)C=1C=C2CN(C(C2=CC1)=O)C1=CC2=C(NC(=N2)C2=CC=C(C=C2)OCC(N2CCCC2)=O)C=C1 5-(morpholin-4-yl)-2-(2-(4-(2-oxo-2-(pyrrolidin-1-yl)ethoxy)phenyl)-1H-benzimidazol-5-yl)isoindolin-1-one